FC=1C=NC(=NC1)C=1C=C(C(=O)OC)C=C(C1OC)[N+](=O)[O-] Methyl 3-(5-fluoropyrimidin-2-yl)-4-methoxy-5-nitrobenzoate